COC=1C=C(C=CC1C)C1(CCC(CC1)N1C(NC2=C(C=CC(=C2C1)C)COC)=O)C(=O)N (3-Methoxy-4-methylphenyl)-4-(8-(methoxymethyl)-5-methyl-2-oxo-1,2-dihydroquinazolin-3(4H)-yl)cyclohexanecarboxamide